BrC=1NC2=NC(=NC(=C2N1)N)F 8-bromo-2-fluoro-9H-purine-6-amine